CC1=C(OC(C(=O)O)CC)C(=CC(=C1)CN1C(N(CC1)C1=CC=C(C=C1)C(F)(F)F)=O)C 2-(2,6-Dimethyl-4-((2-oxo-3-(4-(trifluoromethyl)phenyl)imidazolin-1-yl)methyl)phenoxy)butanoic acid